4-(diethylamino)pyridine C(C)N(C1=CC=NC=C1)CC